2-{3-[(2s,5s)-2,5-dimethylpiperazin-1-yl]-1,2,4-triazin-6-yl}-5-(1H-pyrazol-4-yl)phenol C[C@@H]1N(C[C@@H](NC1)C)C=1N=NC(=CN1)C1=C(C=C(C=C1)C=1C=NNC1)O